2-methyl-N-[3-chloro-4-[4-(4-hydroxy-piperidine-4-carbonyl)-piperazine-1-carbonyl]phenyl]-5-(4-ethoxy-2,3-difluoro-phenyl)-imidazole-2-carboxamide CC1(N=C(C=N1)C1=C(C(=C(C=C1)OCC)F)F)C(=O)NC1=CC(=C(C=C1)C(=O)N1CCN(CC1)C(=O)C1(CCNCC1)O)Cl